2-ethyl-3,7-dimethyl-6-[4-(trifluoromethoxy)phenoxy]-4-quinolinecarboxamide C(C)C1=NC2=CC(=C(C=C2C(=C1C)C(=O)N)OC1=CC=C(C=C1)OC(F)(F)F)C